2-Oxapregnane CC[C@H]1CC[C@H]2[C@@H]3CCC4CCOC[C@]4(C)[C@H]3CC[C@]12C